CN1C=NC2=C1C=NC(=C2)SC(F)(F)F 3-methyl-6-(Trifluoromethylsulfanyl)imidazo[4,5-c]Pyridine